13-oxo-2-undecyltridecanoic acid O=CCCCCCCCCCCC(C(=O)O)CCCCCCCCCCC